O=C1N(C=CC2=C1CSC2)CC(=O)N[C@H](C)C2=CC=CC=C2 2-(4-oxo-1,3-dihydrothiopheno[3,4-c]pyridin-5-yl)-N-[(1R)-1-phenylethyl]acetamide